oxazolidinothiazole O1CNC=2N=CSC21